tert-butyl (S)-(2-(2-(2-hydroxyphenyl)-5,6,6a,7,9,10-hexahydro-8H-pyrazino[1',2':4,5]pyrazino[2,3-c]pyridazin-8-yl)ethyl)carbamate OC1=C(C=CC=C1)C=1C=C2C(=NN1)NC[C@@H]1N2CCN(C1)CCNC(OC(C)(C)C)=O